F[C@@H]1CN(CC[C@@H]1NC1=C2C=C(N(C2=CC=C1)CC(F)(F)F)C1=CC=C(C=C1)CNC(=O)C1CC1)C |r| (+/-)-N-{[4-(4-{[(3R,4S)-3-fluoro-1-methylpiperidin-4-yl]amino}-1-(2,2,2-trifluoroethyl)-1H-indol-2-yl)phenyl]methyl}cyclopropanecarboxamide